C(C)(C)(C)OC(=O)NC(C(=O)O)[C@H]1CCOC2=CC(=CC=C12)F 2-(tert-butoxycarbonylamino)-2-[(4S)-7-fluorochroman-4-yl]acetic acid